C1(=C(C=CC=C1)[C@@H]([C@H](C)O)C)C (2S,3S)-3-(o-tolyl)butan-2-ol